COC1=CC=2C(C3=CC(=CC=C3NC2C=C1)CN1CCNCC1)(C)C 2-methoxy-9,9-dimethyl-7-(piperazin-1-ylmethyl)-9,10-dihydroacridine